(S)-1-(Toluene-4-sulfonyl)-2,3-dihydro-1H-pyrrole-2-carboxylic acid (4,4-difluoro-cyclohexyl)-(2,3-dihydro-benzofuran-6-ylmethyl)-amide FC1(CCC(CC1)N(C(=O)[C@H]1N(C=CC1)S(=O)(=O)C1=CC=C(C)C=C1)CC1=CC2=C(CCO2)C=C1)F